1-(4-(4-((4-([1,2,4]triazolo[1,5-a]pyridin-7-yloxy)-3-methylphenyl)amino)pyrrolo-[2,1-f][1,2,4]triazin-5-yl)azepan-1-yl)prop-2-en-1-one N=1C=NN2C1C=C(C=C2)OC2=C(C=C(C=C2)NC2=NC=NN1C2=C(C=C1)C1CCN(CCC1)C(C=C)=O)C